FC1=CC=CC=2N(C(=NC21)C2=NON=C2C)CC=2C=NC=CC2 3-[4-fluoro-1-(pyridin-3-ylmethyl)benzimidazol-2-yl]-4-methyl-1,2,5-oxadiazole